2,4,6-tribromo-3-methylphenol BrC1=C(C(=CC(=C1C)Br)Br)O